CC1=C(C=NN1)C=1C=C(C=C(C1)C=1C=NNC1C)[C@@H](C)NC(C1=C(C=CC(=C1)OCCN(C)C)C)=O (R)-N-(1-(3,5-bis(5-methyl-1H-pyrazol-4-yl)phenyl)ethyl)-5-(2-(dimethylamino)ethoxy)-2-methylbenzamide